(2S,4R)-1-((S)-2-amino-3,3-dimethylbutanoyl)-4-hydroxy-N-((S)-1-(4-(1-methyl-1H-pyrazol-5-yl)phenyl)ethyl)pyrrolidine-2-carboxamide N[C@H](C(=O)N1[C@@H](C[C@H](C1)O)C(=O)N[C@@H](C)C1=CC=C(C=C1)C1=CC=NN1C)C(C)(C)C